ClC1=CC=C(C=C1)C1(NC(C=2N1C(C(=CC2)NC2=NC=NC=C2)=O)=O)C 3-(4-chlorophenyl)-3-methyl-6-(pyrimidin-4-ylamino)-2,3-dihydroimidazo-[1,5-a]pyridine-1,5-dione